ClC1=C(C=C(C(=C1)C=C)C#N)F 4-chloro-3-fluoro-6-vinylbenzeneCarbonitrile